CC1=CC(=NO1)NC(=O)C1(CC1)C(=O)O 1-((5-methylisoxazol-3-yl)carbamoyl)cyclopropane-1-carboxylic acid